Cl.FC1=CC=C(C[C@H]2NCCOC2)C=C1 (R)-3-(4-Fluorobenzyl)morpholine HCl salt